5-[6-(1,1-difluoroethyl)-3-ethylsulfonyl-indazol-2-yl]-1-(2,2,3,3,3-penta-fluoropropyl)pyrazolo[3,4-c]pyridine FC(C)(F)C=1C=CC2=C(N(N=C2C1)C=1C=C2C(=CN1)N(N=C2)CC(C(F)(F)F)(F)F)S(=O)(=O)CC